di-tert-butyl peroxy-azelate C(CCCCCCCC(=O)OC(C)(C)C)(=O)OOC(C)(C)C